FC1=C(C[C@H](N)C(=O)O)C=CC=C1 (S)-2-fluorophenylalanine